benzyl 5-bromo-3,4-dihydroquinoline-1(2H)-carboxylate BrC1=C2CCCN(C2=CC=C1)C(=O)OCC1=CC=CC=C1